methyl 3-[3-[1-[6-(3-cyclopropyl-1,2,4-triazol-1-yl)-2-azaspiro[3.3]heptane-2-carbonyl]azetidin-3-yl]oxyphenyl]-2,2-dimethyl-propanoate C1(CC1)C1=NN(C=N1)C1CC2(CN(C2)C(=O)N2CC(C2)OC=2C=C(C=CC2)CC(C(=O)OC)(C)C)C1